2-cyclopropyl-6-methyl-N-{3-[(3S)-3-[(4-methyl-1,2,4-triazol-3-yl)methyl]oxolan-3-yl]phenyl}pyrimidine-4-carboxamide C1(CC1)C1=NC(=CC(=N1)C(=O)NC1=CC(=CC=C1)[C@]1(COCC1)CC1=NN=CN1C)C